CC1=C(C=C(C=C1)N1CCN(CC1)C(=O)OC(C)(C)C)NC(C(CC)N1C=C(C2=CC(=CC=C12)F)C)=O tert-butyl 4-[4-methyl-3-[2-(5-fluoro-3-methylindol-1-yl)butanoylamino]phenyl]piperazine-1-carboxylate